2,5-difluoro-benzenepentanoic acid FC1=C(C=C(C=C1)F)CCCCC(=O)O